F[C@@]12[C@@H](CNCC1)CN(C2=O)CC2=CC=C(C(=O)O)C=C2 4-(((3aS,7aR)-7a-fluoro-1-oxooctahydro-2H-pyrrolo[3,4-c]pyridin-2-yl)methyl)benzoic acid